gamma-dodecen CCC=CCCCCCCCC